4,4-difluoro-3,3-dimethylbutanoic acid FC(C(CC(=O)O)(C)C)F